ClC1=NN(C=C1C1=NC=CC(=N1)NC=1N=CC2=C(C=CC(=C2C1)C(C)C)N1CC(C1)CS(=O)(=O)N)C (1-(3-((2-(3-chloro-1-methyl-1H-pyrazol-4-yl)pyrimidin-4-yl)amino)-5-isopropylisoquinolin-8-yl)azetidin-3-yl)methanesulfonamide